C1(CC1)OCCOC1=NN=C(O1)[C@H]1CC[C@@H](CN1)NC(COC1=CC(=C(C=C1)Cl)Cl)=O N-[(3S,6R)-6-[5-(2-cyclopropoxyethoxy)-1,3,4-oxadiazol-2-yl]piperidin-3-yl]-2-(3,4-dichlorophenoxy)acetamide